COC1=NNC2=NC=C(C=C21)N2C[C@H]([C@H](CC2)N(C(=O)NC=2C(N(C=C(C2)C(F)(F)F)C)=O)C)C 1-((3R,4S)-1-(3-methoxy-1H-pyrazolo[3,4-b]pyridin-5-yl)-3-methylpiperidin-4-yl)-1-methyl-3-(1-methyl-2-oxo-5-(trifluoromethyl)-1,2-dihydropyridin-3-yl)urea